CC1CCC(N(C1)C(C(=O)OC)=O)C1=CC2=C3N(N=C2C=C1)CCN(C3=O)C methyl 2-(5-methyl-2-(2-methyl-1-oxo-1,2,3,4-tetrahydropyrazino[1,2-b]indazol-9-yl)piperidin-1-yl)-2-oxoacetate